ClC=1C=C(C=NC1)C1=NOC(=N1)C1=NN(C(C=C1)=O)CC(=O)NCC 2-(3-(3-(5-chloropyridin-3-yl)-1,2,4-oxadiazol-5-yl)-6-oxopyridazin-1(6H)-yl)-N-ethylacetamide